N-(3'-(5-((2-oxa-6-azaspiro[3.3]heptan-6-yl)methyl)-6-methoxypyridin-2-yl)-2,2'-dichloro-[1,1'-biphenyl]-3-yl)-1,5-dimethyl-4,5,6,7-tetrahydro-1H-imidazo[4,5-c]pyridine-2-carboxamide C1OCC12CN(C2)CC=2C=CC(=NC2OC)C=2C(=C(C=CC2)C2=C(C(=CC=C2)NC(=O)C=2N(C1=C(CN(CC1)C)N2)C)Cl)Cl